ClC1=CC(=C(COC2=NC=3CN(CCC3C=C2C=2C=NNC2)CC2=NC3=C(N2CC2OCC2)C=C(C=C3)C(=O)O)C=C1)F 2-((2-((4-Chloro-2-fluorobenzyl)oxy)-3-(1H-pyrazol-4-yl)-5,8-dihydro-1,7-naphthyridin-7(6H)-yl)methyl)-1-(oxetan-2-ylmethyl)-1H-benzo[d]imidazole-6-carboxylic acid